6-bromo-2,2,7-trifluoro-4-(4-methoxybenzyl)-2H-benzo[b][1,4]oxazin-3(4H)-one BrC1=CC2=C(OC(C(N2CC2=CC=C(C=C2)OC)=O)(F)F)C=C1F